3-Phenyl-1,3-thiazepan-2-imine C1(=CC=CC=C1)N1C(SCCCC1)=N